C(CCCCCCCCCCCCC)OP(OCCCCCCCCCCCCCC)OCCCCCCCCCCCCCC tri-n-tetradecyl-phosphite